7-Fluoro-N-[(1S)-tetralin-1-yl]pyrido[3,2-d]pyrimidin-4-amine FC1=CC=2N=CN=C(C2N=C1)N[C@H]1CCCC2=CC=CC=C12